CC1C[N+](CC(C1)C)(C)C 3,5-dimethyl-N,N-dimethylpiperidinium